(S)-(3,3-difluorocyclobutyl)-[5-[3-(4H-1,2,4-triazol-3-yl)phenyl]pyrrolo[2,3-b]pyrazin-2-yl]methanol FC1(CC(C1)[C@H](O)C=1N=C2C(=NC1)N(C=C2)C2=CC(=CC=C2)C2=NN=CN2)F